N-(2,6-dichloro-4-fluorobenzoyl)-O-((1R,3R)-3-(2-(5,6,7,8-tetrahydro-1,8-naphthyridin-2-yl)ethyl)cyclobutyl)-L-homoserine ClC1=C(C(=O)N[C@@H](CCOC2CC(C2)CCC2=NC=3NCCCC3C=C2)C(=O)O)C(=CC(=C1)F)Cl